C(C=C)C1=NN(C=C1)CCC(=O)OC Methyl 3-(3-allyl-1H-pyrazol-1-yl)propanoate